difucosyl-2'-deoxyuridine C1([C@@H](O)[C@H](O)[C@H](O)[C@@H](O1)C)C1=C(C(NC(N1[C@H]1C[C@H](O)[C@@H](CO)O1)=O)=O)C1[C@@H](O)[C@H](O)[C@H](O)[C@@H](O1)C